N1C=CC=C1.[O].[O] dioxygen azole